COC=1C=C(CN(C(=O)OC=2C=CC=NC2)CC2=CC(=CC=C2)OC)C=CC1 5-[bis(3-methoxybenzyl)aminocarbonyloxy]pyridine